(2R,4z)-hepten-2-ol C=C(CCCCC)O